OC[C@@]12C(CC[C@H]1[C@@H]1CC=C3CCCC[C@]3(C)[C@H]1CC2)OC(CCCCCCCCCCC)=O hydroxy-17-lauroyloxy-5-androstene